(S)-4-(azetidin-1-ylmethyl)-N-(3-(1-((2-ethyl-2H-pyrazolo[3,4-b]pyrazin-6-yl)amino)ethyl)-4-methylphenyl)-3-fluoro-5-methylbenzamide N1(CCC1)CC1=C(C=C(C(=O)NC2=CC(=C(C=C2)C)[C@H](C)NC=2C=NC=3C(N2)=NN(C3)CC)C=C1C)F